2-Trimethylsilylethyl (3R)-3-[8-amino-5-chloro-1-[4-[[4-(trifluoromethyl)-2-pyridyl]carbamoyl]-phenyl]imidazo[1,5-a]pyrazin-3-yl]piperidine-1-carboxylate NC=1C=2N(C(=CN1)Cl)C(=NC2C2=CC=C(C=C2)C(NC2=NC=CC(=C2)C(F)(F)F)=O)[C@H]2CN(CCC2)C(=O)OCC[Si](C)(C)C